N-(4-((7-oxo-7,8-dihydro-1,8-naphthyridin-4-yl)amino)phenyl)sulfamide dihydrochloride Cl.Cl.O=C1C=CC=2C(=CC=NC2N1)NC1=CC=C(C=C1)NS(=O)(=O)N